C1(CC1)CN1C(=CC2=CC(=CC(=C12)C=1C(=NC(=CC1)C)CC)C(=O)N1CCN(CC1)C1CC1)C1=CCCN(C1)C(=O)OC(C)(C)C 1-Tert-butyl 5-[1-(cyclopropylmethyl)-5-(4-cyclopropylpiperazine-1-carbonyl)-7-(2-ethyl-6-methyl-3-pyridyl)indol-2-yl]-3,6-dihydro-2H-pyridine-1-carboxylate